CC=1C=C(C=CC1B1OC(C(O1)(C)C)(C)C)NC(C=C)=O N-(3-methyl-4-(4,4,5,5-tetramethyl-1,3,2-dioxaborolan-2-yl)phenyl)acrylamide